9-(3,5-difluorophenyl)-3-methyl-13-(morpholine-4-carbonyl)-16-thia-2,4,5,8-tetraazatetracyclo-[8.6.0.02,6.011,15]hexadeca-1(10),3,5,8,11(15)-pentaene FC=1C=C(C=C(C1)F)C1=NCC2=NN=C(N2C=2SC=3CC(CC3C12)C(=O)N1CCOCC1)C